C(C=1C(C(=O)[O-])=CC=CC1)(=O)O.[Na+] sodium hydrogen phthalate salt